2-phenylethyl oxo(phenyl)acetate O=C(C(=O)OCCC1=CC=CC=C1)C1=CC=CC=C1